(S)-6-(2-(3-chloro-4-cyanophenyl)-3-Methyl-2,8-diazaspiro[4.5]dec-8-yl)nicotinic acid ClC=1C=C(C=CC1C#N)N1CC2(C[C@@H]1C)CCN(CC2)C2=NC=C(C(=O)O)C=C2